2-{[(2R,3R,11bR)-3-(2,2-dimethylpropyl)-2-hydroxy-10-methoxy-1H,2H,3H,4H,6H,7H,11bH-pyrido[2,1-a]isoquinolin-9-yl]oxy}-N,N-dimethylacetamide CC(C[C@H]1[C@@H](C[C@H]2N(CCC3=CC(=C(C=C23)OC)OCC(=O)N(C)C)C1)O)(C)C